pyrrolidine-N-carboxylate N1(CCCC1)C(=O)[O-]